Benzyl 2-((3-aminobicyclo[1.1.1]pentan-1-yl)amino)-4-methoxynicotinate hydrochloride Cl.NC12CC(C1)(C2)NC2=C(C(=O)OCC1=CC=CC=C1)C(=CC=N2)OC